5-Bromo-2-[[(1R)-1-(3,6-dimethyl-4-oxo-2-phenyl-chromen-8-yl)ethyl]amino]benzoic acid BrC=1C=CC(=C(C(=O)O)C1)N[C@H](C)C=1C=C(C=C2C(C(=C(OC12)C1=CC=CC=C1)C)=O)C